2,3-dibromo-5-chloro-1-fluorobenzene BrC1=C(C=C(C=C1Br)Cl)F